2-bromo-3,3,3-trifluoro-2-(trifluoromethyl)propionitrile BrC(C#N)(C(F)(F)F)C(F)(F)F